(aminomethyl)cyclohexane-1-carbaldehyde NCC1(CCCCC1)C=O